(6S,13S)-di-tert-butyl 6,13-bis(4-aminobutyl)-9,10-bis(3-(2,5-dioxo-2,5-dihydro-1H-pyrrol-1-yl) propanamido)-5,8,11,14-tetraoxo-4,7,12,15-tetraazaoctadecane-1,18-dioate NCCCC[C@@H](C(NCCC(=O)OC(C)(C)C)=O)NC(C(C(C(N[C@H](C(NCCC(=O)OC(C)(C)C)=O)CCCCN)=O)NC(CCN1C(C=CC1=O)=O)=O)NC(CCN1C(C=CC1=O)=O)=O)=O